[Br-].C(C)(C)(C)OC(C[N+](C)(C)CCCCCNC(C1=C(C=C(C=C1)NC=1C=2N(C=CN1)C(=CN2)C=2C(=NN(C2)CC(F)F)C(F)(F)F)CC)=O)=O (2-tert-butoxy-2-oxo-ethyl)-[5-[[4-[[3-[1-(2,2-difluoroethyl)-3-(trifluoromethyl)pyrazol-4-yl]imidazo[1,2-a]pyrazin-8-yl]amino]-2-ethyl-benzoyl]amino]pentyl]-dimethyl-ammonium bromide